[2H]COC1=C(C=C(C=N1)C1=CC=C2C(=NNC2=C1)C(=O)NC)C(N[C@@H](C)C1=CC(=CC=C1)C(F)(F)F)=O 6-[6-(deutero)methoxy-5-{[(1S)-1-[3-(trifluoromethyl)phenyl]-ethyl]carbamoyl}pyridin-3-yl]-N-methyl-1H-indazole-3-carboxamide